C(CCCCCCCCCCCCCCCCC)(=O)OC1CC(N(C(C1)(C)C)CC(COCC=C)O)(C)C 1-[3-(allyloxy)-2-hydroxypropyl]-2,2,6,6-tetramethylpiperidin-4-yl stearate